2-Chloro-5-({[(1-hydroxycyclopropyl)carbonyl]amino}methyl)-N-[1-(6-methylpyridazin-3-yl)-1H-indazol-4-yl]benzamide ClC1=C(C(=O)NC2=C3C=NN(C3=CC=C2)C=2N=NC(=CC2)C)C=C(C=C1)CNC(=O)C1(CC1)O